2-[(1S)-1-(pyridin-2-yl)ethoxy]-4-(4,4,5,5-tetramethyl-1,3,2-dioxaborolan-2-yl)aniline N1=C(C=CC=C1)[C@H](C)OC1=C(N)C=CC(=C1)B1OC(C(O1)(C)C)(C)C